C(CCCCCCCCC)[Si](CCC(=O)NC(CC1=CC=C(C=C1)C)C1=CC=CC=C1)(C)C 3-[decyldimethylsilyl]-N-[2-(4-methyl-phenyl)-1-phenylethyl]-propanamide